CC(CCNCCCCN)(C)C N-(3,3-dimethylbutyl)butane-1,4-diamine